C(N)(=O)C=1C=C(C=CC1)NC(=O)C=1C(=NC=C(C1)C(F)(F)F)N1CC2C(C1)C(CC2)(F)F N-(3-carbamoylphenyl)-2-(4,4-difluoro-1,3,3a,5,6,6a-hexahydrocyclopenta[c]pyrrol-2-yl)-5-(trifluoromethyl)-pyridine-3-carboxamide